BrC1=C(C(=C(C=C1)CC(=O)NC=1C=NN(C1)C(C)(C)C)F)C 2-(4-bromo-2-fluoro-3-methylphenyl)-N-(1-(tert-butyl)-1H-pyrazol-4-yl)acetamide